C(C)(=O)N1C[C@@H]2C3=C(C[C@H](C1)N2C(=O)OC(C)(C)C)N=C(S3)NC(NC)=O |o1:5,9| tert-butyl (4R*,8R*)-6-acetyl-2-[(methylcarbamoyl)amino]-4,5,6,7,8,9-hexahydro-4,8-epimino[1,3]thiazolo[5,4-d]azocine-10-carboxylate